C(=O)(O)CC=1C(=C(C(=O)NC2=C(C(=O)O)C=C(C=N2)F)C=C(C1)O)O 2-(3-(carboxymethyl)-2,5-dihydroxybenzamido)-5-fluoronicotinic acid